FC1(CC(CC1)C=1NC=C(N1)CC1=CC=NC=C1)F 4-((2-(3,3-difluorocyclopentyl)-1H-imidazol-4-yl)methyl)pyridine